C(C=C)(=O)OC(CSC1=CC=C(C=C1)C)CSC1=CC=C(C=C1)C 1,3-bis(4-methylphenylthio)-2-propyl acrylate